NC1=NC=NC=2N(C3=CC=C(C=C3C21)CC)CC(=O)O 2-(4-amino-6-ethyl-9H-pyrimido[4,5-b]indol-9-yl)acetic acid